ClC=1C=CC2=C(C3=C(S2)C(=CC=C3)C=3C=C(C=CC3)C3=CC=CC2=C3C=CO2)C1 8-chloro-4-[3-(dibenzothiophen-4-yl)phenyl]-[1]benzofuran